8-amino-N-{4-[1,1-difluoro-2-(4-methyl-1,4'-bipiperidin-1'-yl)-2-oxoethyl]-1,3-thiazol-2-yl}-4,4-dimethyl-4,5-dihydro-1H-pyrazolo[4,3-H]quinazoline-3-carboxamide NC1=NC=2C3=C(C(CC2C=N1)(C)C)C(=NN3)C(=O)NC=3SC=C(N3)C(C(=O)N3CCC(CC3)N3CCC(CC3)C)(F)F